1-(6-aminopyridazin-3-yl)cyclopropane-1-carbonitrile NC1=CC=C(N=N1)C1(CC1)C#N